N-(2-(1-(4-(2,4-dioxotetrahydropyrimidin-1(2H)-yl)-3-fluorobenzyl)piperidin-4-yl)-6-methoxy-2H-indazol-5-yl)-3-(trifluoromethyl)benzamide O=C1N(CCC(N1)=O)C1=C(C=C(CN2CCC(CC2)N2N=C3C=C(C(=CC3=C2)NC(C2=CC(=CC=C2)C(F)(F)F)=O)OC)C=C1)F